tert-butyl (6-((6-(2,6-dimethylthiomorpholino)-2-methylpyridin-3-yl)amino)-spiro[3.3]heptan-2-yl)carbamate CC1SC(CN(C1)C1=CC=C(C(=N1)C)NC1CC2(CC(C2)NC(OC(C)(C)C)=O)C1)C